9-methyl-1,2,5,6,7,8-hexahydro-pyrrolo[3,4-b]quinolin-3-one CC1=C2C(=NC=3CCCCC13)C(NC2)=O